(S)-N-(3-chloro-1H-pyrrolo[2,3-b]pyridin-6-yl)-N-methyl-3-(6-methyl-4-(trifluoromethyl)pyridin-2-yl)-2-oxoimidazolidine-4-carboxamide ClC1=CNC2=NC(=CC=C21)N(C(=O)[C@H]2N(C(NC2)=O)C2=NC(=CC(=C2)C(F)(F)F)C)C